C(C)(C)(C)N1[SiH](N([SiH]1C)C(C)(C)C)C 1,3-bis(tert-butyl)-2,4-dimethylcyclodisilazane